monopentyl phosphate P(=O)(OCCCCC)([O-])[O-]